(S)-2-(4-fluorophenyl)-1-(7-(3-Methyl-1H-pyrrolo[2,3-b]pyridin-5-yl)-5-(pyrrolidin-2-yl)-3,4-dihydroisoquinolin-2(1H)-yl)Ethan-1-one FC1=CC=C(C=C1)CC(=O)N1CC2=CC(=CC(=C2CC1)[C@H]1NCCC1)C=1C=C2C(=NC1)NC=C2C